IC(CCC(CCOCOCOCCC(CCC(C)I)C=CCCCC)C=CCCCC)C (3E)-6-iodo-3-hexenylheptyloxymethyl ether